ClC=1C=C2C(=C(C1)Cl)N(C([C@@]21[C@H](C[C@@H]2CC(CN12)(F)F)C(=O)OCOC(C)=O)=O)C(N(C)C1=CC(=CC(=C1)Cl)Cl)=O acetoxymethyl (1'R,2'S,3R,7a'R)-5,7-dichloro-1-((3,5-dichlorophenyl)(methyl)carbamoyl)-6',6'-difluoro-2-oxo-1',2',5',6',7',7a'-hexahydrospiro[indoline-3,3'-pyrrolizine]-2'-carboxylate